FC(C(CC(=O)O)(O)C1=CC=C(C=C1)F)(F)F 4,4,4-trifluoro-3-(4-fluorophenyl)-3-hydroxybutanoic acid